NC1=C2C(=NC=N1)N(N=C2C#CC2=CC1=C(N(C=N1)CC)C=C2F)[C@H]2C[C@@H](N(C2)C(C=C)=O)C 1-((2S,4S)-4-(4-amino-3-((1-ethyl-6-fluoro-1H-benzo[d]imidazol-5-yl)ethynyl)-1H-pyrazolo[3,4-d]pyrimidin-1-yl)-2-methylpyrrolidin-1-yl)prop-2-en-1-one